(R)-N-(1-(1-(cyclohexanecarbonyl)-2,3-dihydro-1H-indol-5-yl)ethyl)-4-chlorobenzamide C1(CCCCC1)C(=O)N1CCC2=CC(=CC=C12)[C@@H](C)NC(C1=CC=C(C=C1)Cl)=O